C1(=CC=CC=C1)[C@@H](C)OC(=O)C1[C@@H]2C3=CC=CC=C3[C@H](C1)O2 (1S,8R)-11-Oxa-tricyclo[6.2.1.02,7]undeca-2,4,6-triene-9-carboxylic Acid (R)-1-phenyl-ethyl Ester